COC(C(=C)NC(C(=C)NC(=O)C=1N=C(SC1)N1C[C@@H](N([C@@H](C1)C)C(=O)OC(C)(C)C)C)=O)=O Tert-butyl (cis)-4-(4-((3-((3-methoxy-3-oxoprop-1-en-2-yl)amino)-3-oxoprop-1-en-2-yl)carbamoyl)thiazol-2-yl)-2,6-dimethylpiperazine-1-carboxylate